C1(=CC=CC=C1)C1=C(C=CC=C1C1=CC=CC=C1)O 2,3-diphenylphenol